7-(1,1-difluoroethyl)-N-[2-methyl-5-(1-methyl-1,2,4-triazol-3-yl)phenyl]imidazo[1,2-a]pyridine-3-carboxamide FC(C)(F)C1=CC=2N(C=C1)C(=CN2)C(=O)NC2=C(C=CC(=C2)C2=NN(C=N2)C)C